4-(3,5-dimethoxy-4-((4-(piperidin-4-yloxy)piperidin-1-yl)methyl)phenyl)-2-methyl-2,7-naphthyridin-1(2H)-one COC=1C=C(C=C(C1CN1CCC(CC1)OC1CCNCC1)OC)C1=CN(C(C2=CN=CC=C12)=O)C